BrC1=C(C=NN(C1=O)C)N[C@@H]1C[C@@H](CN(C1)C)C1=CC=C(C(=O)N2CCC3(CC2)CCN(CC3)C3=CC(=C(C(=C3)OC)C3C(NC(CC3)=O)=O)F)C=C1 3-[4-[3-[4-[(3R,5R)-5-[(5-bromo-1-methyl-6-oxo-pyridazin-4-yl)amino]-1-methyl-3-piperidyl]benzoyl]-3,9-diazaspiro[5.5]undecan-9-yl]-2-fluoro-6-methoxy-phenyl]piperidine-2,6-dione